C(C1=CC=CC=C1)OC1=C2C(=C(N(C2=C(C=C1F)F)C1=CC=C(C=C1)F)C1CCOCC1)I 4-benzyloxy-5,7-difluoro-1-(4-fluorophenyl)-3-iodo-2-tetrahydropyran-4-yl-indole